4-Bromo-3-(6-azaspiro[2.5]oct-6-yl)benzoic acid ethyl ester C(C)OC(C1=CC(=C(C=C1)Br)N1CCC2(CC2)CC1)=O